tert-butyl 4-[4-carbamoyl-3-[4-(difluoromethylsulfonyl)anilino]pyrazol-1-yl]-4-[2-[methoxy (methyl)amino]-2-oxo-ethyl]piperidine-1-carboxylate C(N)(=O)C=1C(=NN(C1)C1(CCN(CC1)C(=O)OC(C)(C)C)CC(=O)N(C)OC)NC1=CC=C(C=C1)S(=O)(=O)C(F)F